C(C)(=O)N1[C@H]2[C@@H](CCC1)CN(C2)C2=C(C(NN=C2)=O)C(F)(F)F 5-[(4aS,7aS)-1-acetyl-octahydro-1H-pyrrolo[3,4-b]pyridin-6-yl]-4-(trifluoromethyl)-2,3-dihydropyridazin-3-one